3-[(4-{4-[3-(4-aminopiperidin-1-yl)propyl]piperazin-1-yl}-3-fluorophenyl)amino]piperidine-2,6-dione NC1CCN(CC1)CCCN1CCN(CC1)C1=C(C=C(C=C1)NC1C(NC(CC1)=O)=O)F